BrC=1C=C2C(=CNC2=CC1)S(=O)(=O)N1CCCC1 5-bromo-3-(pyrrolidin-1-ylsulfonyl)-1H-indole